ClC1=CC=C(C=C1)C1=NN=C(C2=CC=CC=C12)NC1C(C(C1)(C)OC)(C)C 4-(4-chlorophenyl)-N-(3-methoxy-2,2,3-trimethylcyclobutyl)phthalazin-1-amine